2-(4-(tert-butyl)phenoxy)cyclohexylprop-2-yn C(C)(C)(C)C1=CC=C(OC2C(CCCC2)CC#C)C=C1